8-fluoro-2-isopropylimidazo[1,2-a]pyridin-6-amine FC=1C=2N(C=C(C1)N)C=C(N2)C(C)C